C(C)S(=O)(=O)NC1=CC(=C(OC=2C=C(OCCOCCOC3CCN(CC3)C(=O)OC(C)(C)C)C=CC2)C=C1)C=1C2=C(C(N(C1)C)=O)N(C=C2)S(=O)(=O)C2=CC=C(C=C2)C tert-butyl 4-[2-[2-[3-[4-(ethylsulfonylamino)-2-[6-methyl-7-oxo-1-(p-tolylsulfonyl)pyrrolo[2,3-c]pyridin-4-yl]phenoxy]phenoxy]ethoxy]ethoxy]piperidine-1-carboxylate